IC=1C=C(COC2C(NCCC2)C2=CC=CC=C2)C=C(C1)OC 3-((3-iodo-5-methoxybenzyl)oxy)-2-phenylpiperidine